FC1=C(C(=CC(=C1)OC)F)C1=C(C(N(N1C)C1=NC(=CC=C1C(F)(F)F)COC)=O)NC(C1=CC=C(C=C1)OC(F)F)=O N-[5-(2,6-difluoro-4-methoxyphenyl)-2-[6-(methoxymethyl)-3-(trifluoromethyl)pyridin-2-yl]-1-methyl-3-oxo-2,3-dihydro-1H-pyrazol-4-yl]-4-(difluoromethoxy)benzamide